(S)-4-((2-(3-aminopiperidin-1-yl)-5-chloro-1H-benzo[d]imidazol-1-yl)methyl)benzonitrile N[C@@H]1CN(CCC1)C1=NC2=C(N1CC1=CC=C(C#N)C=C1)C=CC(=C2)Cl